CCC(CC)N1CCN(CC1)CC1=CC=2N(C=C1)N=CC2N2C(NC(CC2)=O)=O 1-(5-((4-(pentan-3-yl)piperazin-1-yl)methyl)pyrazolo[1,5-a]pyridin-3-yl)dihydropyrimidine-2,4(1H,3H)-dione